(((1,5-diiodopentan-2-yl)oxy)methyl)benzene ICC(CCCI)OCC1=CC=CC=C1